C1(=CC=CC=C1)P(C1=C(SC=C1P(C1=CC=CC=C1)C1=CC=CC=C1)C(C)C)C1=CC=CC=C1 3,4-bis(diphenylphosphino)-2-isopropylthiophene